N-[4-(3-Cyclohexyl-1H-1,2,4-triazol-5-yl)phenyl]-3-[(1,1-dioxo-1,4-thiazinan-4-yl)methyl]benzamide C1(CCCCC1)C1=NNC(=N1)C1=CC=C(C=C1)NC(C1=CC(=CC=C1)CN1CCS(CC1)(=O)=O)=O